OCC1=CC(=C(C=C1)NC(=O)[C@H](C)NC(=O)[C@H](C(C)C)NC(OC(C)(C)C)=O)OC tert-butyl N-[(1S)-1-{[(1S)-1-{[4-(hydroxymethyl)-2-methoxyphenyl]carbamoyl}ethyl]carbamoyl}-2-methylpropyl]carbamate